FC1=C(CN2C(N(C3=C2C=CC=C3)C3CN(C3)C(=O)OC(C)(C)C)=O)C=CC(=C1)C(=O)NN tert-butyl 3-(3-(2-fluoro-4-(hydrazinecarbonyl)benzyl)-2-oxo-2,3-dihydro-1H-benzo[d]imidazole-1-yl)azetidine-1-carboxylate